CC(=CC=O)C(C)C 3,4-dimethyl-2-penten-1-aldehyde